Azaheptane NCCCCCC